C1=CC=C(C=C1)C(CC(=O)[O-])[NH3+] The molecule is an amino-acid zwitterion arising form transfer of a proton from the carboxy to the amino group of 3-amino-3-phenylpropanoic acid; major species at pH 7.3. It is a tautomer of a 3-amino-3-phenylpropanoic acid.